(3R)-6-[7,7-difluoro-2-[(2S,3R)-3-hydroxy-2-methyl-azetidin-1-yl]-5,6-dihydrocyclopenta[d]pyrimidin-4-yl]-1'-methyl-spiro[2H-benzofuran-3,4'-imidazolidine]-2'-one FC1(CCC2=C1N=C(N=C2C2=CC1=C(C=C2)[C@]2(NC(N(C2)C)=O)CO1)N1[C@H]([C@@H](C1)O)C)F